(1R,5S)-3-(6-((allyl(3-(methoxymethoxy)naphth-1-yl)amino)methyl)-5-bromo-2-(Methylthio)pyrimidin-4-yl)-3,8-diazabicyclo[3.2.1]octane-8-carboxylic acid tert-butyl ester C(C)(C)(C)OC(=O)N1[C@H]2CN(C[C@@H]1CC2)C2=NC(=NC(=C2Br)CN(C2=CC(=CC1=CC=CC=C21)OCOC)CC=C)SC